ethyl 1-(6-ethoxypyrazin-2-yl)-1H-pyrazole-4-carboxylate C(C)OC1=CN=CC(=N1)N1N=CC(=C1)C(=O)OCC